(S or R)-N-[2-[1-(difluoromethyl)-5-methyl-2-oxo-1,2-dihydropyridin-3-yl]-3-{[(CIS)-4-(3-fluorophenyl)cyclohexyl]oxy}propyl]methane-sulfonamide FC(N1C(C(=CC(=C1)C)[C@@H](CNS(=O)(=O)C)CO[C@@H]1CC[C@@H](CC1)C1=CC(=CC=C1)F)=O)F |o1:9|